(4S)-4-amino-5-(2-chloro-3-[3-[1-(2,6-dioxopiperidin-3-yl)-3-methyl-2-oxo-1,3-benzodiazol-5-yl]propyl]phenoxy)pentanamide hydrochloride Cl.N[C@@H](CCC(=O)N)COC1=C(C(=CC=C1)CCCC1=CC2=C(N(C(N2C)=O)C2C(NC(CC2)=O)=O)C=C1)Cl